7,8,10-Trifluoro-1H,2H,3H,4H,6H,7H,12H,12bH-indolo[2,3-a]quinolizin-4-one FC1C2=C(C3CCCC(N3C1)=O)NC1=CC(=CC(=C12)F)F